CN(C1CCC(CC1)NC=1N=CC2=C(N1)N(C(C(=C2)C2=CC(=C(C=C2)NS(=O)(=O)CCC(C)(F)F)F)=O)C(C)C)C N-(4-(2-(((1r,4r)-4-(dimethylamino)cyclohexyl)amino)-8-isopropyl-7-oxo-7,8-dihydropyrido[2,3-d]-pyrimidin-6-yl)-2-fluorophenyl)-3,3-difluorobutane-1-sulfonamide